N[C@@H]1[C@H](CCC1)O (1S,2S)-2-amino-cyclopentanol